N1C=CC=2C1=NC=C(C2)C=2C=C(CCNC(=O)NC1=CC(=C(C=C1)Cl)C(F)(F)F)C=CC2 1-(3-(1H-pyrrolo[2,3-b]pyridin-5-yl)phenethyl)-3-(4-chloro-3-(trifluoromethyl)phenyl)urea